(1,4,7,10-tetraazacyclododecane-1,4,7,10-tetrayl)tetraphosphonic acid N1(CCN(CCN(CCN(CC1)P(O)(O)=O)P(O)(O)=O)P(O)(O)=O)P(O)(O)=O